SC(C(=O)O)CCCC(=O)O mercaptoadipic acid